C(OCCCCCCCCCCCCCCCC)(OC)=O Hexadecyl methyl carbonate